O1C(=CC=C1)C1OC=CCC1 2-(furan-2-yl)-dihydropyran